BrC1=CN=C(C2=NC=CN=C21)N2CC(CC2)N(C(OC(C)(C)C)=O)C tert-butyl N-[1-(8-bromopyrido[3,4-b]pyrazin-5-yl)pyrrolidin-3-yl]-N-methyl-carbamate